7-methyl-1-(3-nitrobenzyl)-5-(1H-pyrrole-2-carbonyl)-N-(m-tolyl)-4,5,6,7-tetrahydro-1H-pyrazolo[4,3-c]Pyridine-3-carboxamide CC1C2=C(CN(C1)C(=O)C=1NC=CC1)C(=NN2CC2=CC(=CC=C2)[N+](=O)[O-])C(=O)NC=2C=C(C=CC2)C